(S)-N-(3-(2-(((1R,3S)-3-hydroxycyclobutyl)amino)-6-morpholinopyridin-4-yl)-4-methylphenyl)-3-(2,2,2-trifluoroethyl)pyrrolidine-1-carboxamide OC1CC(C1)NC1=NC(=CC(=C1)C=1C=C(C=CC1C)NC(=O)N1C[C@@H](CC1)CC(F)(F)F)N1CCOCC1